N[C@@H](CC(=O)O)C(=O)O.N[C@@H](CC1=CC=C(C=C1)O)C(=O)O tyrosine aspartate